2,2,6,6-Tetramethylpiperidinyl-TMStrimethylsilane CC1(N(C(CCC1)(C)C)C[Si](C)(C)[Si](C)(C)C)C